COC1=CC=C2NC=C(CCN(C)C)C2=C1 5-methoxy-dimethyltryptamine